(R)-2-(3-((6-(2-hydroxy-4-(trifluoromethyl)phenyl)-4,5-dimethylpyridazin-3-yl)amino)piperidin-1-yl)-1-(4-hydroxypiperidin-1-yl)ethan-1-one OC1=C(C=CC(=C1)C(F)(F)F)C1=C(C(=C(N=N1)N[C@H]1CN(CCC1)CC(=O)N1CCC(CC1)O)C)C